trans-3-aminocyclobutanoic acid N[C@@H]1C[C@H](C1)C(=O)O